C(C=C)(=O)N1C[C@@H](CCC1)N1N=C(C=2C1=NC=NC2N)C2=CC=C(C1=C2OCO1)NS(=O)(=O)C1=CC=C(C=C1)OC (R)-N-(7-(1-(1-acryloylpiperidin-3-yl)-4-amino-1H-pyrazolo[3,4-d]pyrimidin-3-yl)benzo[d][1,3]dioxol-4-yl)-4-methoxybenzenesulfonamide